2-(2-aminophenyl)ethan-1-ol NC1=C(C=CC=C1)CCO